3-bromo-5-{4-[(2R)-1,4-dioxan-2-ylmethoxy]-3-methoxyphenyl}pyridin-2-amine BrC=1C(=NC=C(C1)C1=CC(=C(C=C1)OC[C@@H]1OCCOC1)OC)N